NC=1C=C2C(N(C(C2=CC1)=O)CC(=O)O)=O 2-(5-amino-1,3-dioxoisoindolin-2-yl)acetic acid